C1(CC1)N1N=C(C2=C1N(C([C@@H]([C@@H]2C2=CC=C(C=C2)F)NC(C2=CC(=CC=C2)C(F)(F)F)=O)=O)CC)C(=O)O |r| rac-(4R,5R)-1-cyclopropyl-7-ethyl-4-(4-fluorophenyl)-6-oxo-5-(3-(trifluoromethyl)benzamido)-4,5,6,7-tetrahydro-1H-pyrazolo[3,4-b]pyridine-3-carboxylic acid